C(C1=CC=CC=C1)OC(=O)C1(CN(CC1CCCB1OC(C(O1)(C)C)(C)C)C(NC(CNC(=O)OC(C)(C)C)=O)=N)N=[N+]=[N-] benzyl-3-azido-1-(N-((tert-butoxycarbonyl)glycyl)carbamimidoyl)-4-(3-(4,4,5,5-tetramethyl-1,3,2-dioxaborolan-2-yl)propyl)pyrrolidine-3-carboxylate